sodium L-ascorbyl-2-phosphate C([C@@H]([C@@H]1C(=C(C(=O)O1)OP(=O)([O-])[O-])[O-])O)O.[Na+].[Na+].[Na+]